FC(C1=NC=CC=C1COC=1C=CC2=C(C(=C(O2)C)C(=O)NC2C(N(CC2)CCO)=O)C1)F 5-((2-(difluoromethyl)pyridin-3-yl)methoxy)-N-(1-(2-hydroxyethyl)-2-oxopyrrolidin-3-yl)-2-methylbenzofuran-3-carboxamide